ClC1=C(CNC(=O)[C@]2(C=3C=CC=NC3[C@H](CC2)O)F)C=CC=C1F (5s,8s)-N-(2-chloro-3-fluorobenzyl)-5-fluoro-8-hydroxy-5,6,7,8-tetrahydroquinoline-5-carboxamide